sodium glutamate monoacetate C(C)(=O)[O-].N[C@@H](CCC(=O)O)C(=O)O.[Na+]